5-fluoro-N-[1-(methylsulfonyl)piperidin-4-yl]-4-(3-oxo-5,6,7,8-tetrahydro[1,2,4]triazolo[4,3-a]pyridin-2(3H)-yl)-2-[(2S)-pent-2-yloxy]benzamide FC=1C(=CC(=C(C(=O)NC2CCN(CC2)S(=O)(=O)C)C1)O[C@@H](C)CCC)N1N=C2N(CCCC2)C1=O